3-(2-methyl-5-((5-(trifluoromethyl)pyridin-3-yl)carbamoyl)phenoxy)azetidine-1-carboxylic acid tert-butyl ester C(C)(C)(C)OC(=O)N1CC(C1)OC1=C(C=CC(=C1)C(NC=1C=NC=C(C1)C(F)(F)F)=O)C